ClC1=CC(=C(C=C1)NC(OCC1CC1)=O)C(N[C@H](C(C(=O)NC1CC1)=O)C[C@H]1C(NCC1)=O)=O cyclopropylmethyl N-[4-chloro-2-[[(1S)-3-(cyclopropylamino)-2,3-dioxo-1-[[(3S)-2-oxopyrrolidin-3-yl]methyl]propyl]carbamoyl] phenyl]carbamate